3-chloro-5-fluoro-2-methylisonicotinamide ClC1=C(C(=O)N)C(=CN=C1C)F